9-bromo-1,1-diethoxynonane BrCCCCCCCCC(OCC)OCC